oxamide p-toluenesulfonate monohydrate O.CC1=CC=C(C=C1)S(=O)(=O)O.NC(=O)C(=O)N